(R)-3-Hydroxypyrrolidin-1-yl-nicotinamide O[C@H]1CN(CC1)C1=C(C(=O)N)C=CC=N1